[Si](C)(C)(C(C)(C)C)OC(CNC(OC(C)(C)C)=O)CC1CN(C(O1)=O)C=1C=CC=2OCC(NC2N1)=O tert-Butyl N-[2-[tert-butyl(dimethyl)silyl]oxy-3-[2-oxo-3-(3-oxo-4H-pyrido[3,2-b][1,4]oxazin-6-yl)-1,3-oxazolidin-5-yl]propyl]carbamate